C(C)(=O)N1[C@@H](C[C@H](C1)F)C(=O)N[C@@H](C1=CC(=CC=C1)C1=CC=NO1)C1=NC(=C(C=C1)C(C)C)F |o1:12| (2S,4R)-1-acetyl-4-fluoro-N-[(S) or (R)-[6-fluoro-5-(propan-2-yl)pyridin-2-yl][3-(1,2-oxazol-5-yl)phenyl]methyl]pyrrolidine-2-carboxamide